(2S,11aR)-6-((4,4-difluorocyclohexyl)oxy)-7-fluoro-2-hydroxy-8-methyl-2,3,11,11a-tetrahydro-1H,5H-benzo[f]pyrrolo[2,1-c][1,4]oxazepine-5-one FC1(CCC(CC1)OC1=C(C(=CC2=C1C(N1[C@@H](CO2)C[C@@H](C1)O)=O)C)F)F